(2,2-difluorocyclopropyl)-(rac-(5S,7S)-7-fluoro-5-phenyl-6,7-dihydro-5H-pyrrolo[1,2-b][1,2,4]triazol-2-yl)methanone FC1(C(C1)C(=O)C=1N=C2N(N1)[C@@H](C[C@@H]2F)C2=CC=CC=C2)F |r|